(2R,3S)-1-(3-cyano-6-methyl-4-(trifluoromethyl)pyridin-2-yl)-3-fluoro-N-methyl-N-(m-tolyl)pyrrolidine-2-carboxamide C(#N)C=1C(=NC(=CC1C(F)(F)F)C)N1[C@@H]([C@H](CC1)F)C(=O)N(C=1C=C(C=CC1)C)C